methyl 2-(2-(4-bromo-1-oxoisoindolin-2-yl)acrylamido)acrylate BrC1=C2CN(C(C2=CC=C1)=O)C(C(=O)NC(C(=O)OC)=C)=C